2-bromo-1-chloro-4-fluoro-3-iodobenzene BrC1=C(C=CC(=C1I)F)Cl